5-(3-(2,2-Difluoroethyl)-2-methyl-3H-imidazo[4,5-b]pyridin-5-yl)-N2-((3R,4S)-3-fluoro-1-isopropylpiperidin-4-yl)-N4-methylpyrrolo[2,1-f][1,2,4]triazine-2,4-diamine FC(CN1C(=NC=2C1=NC(=CC2)C=2C=CN1N=C(N=C(C12)NC)N[C@@H]1[C@@H](CN(CC1)C(C)C)F)C)F